C(#N)C=1C=CC(=C2C=CC=NC12)N1C[C@@]2(C[C@@]2(C1)C(F)(F)F)C(=O)N[C@@H]1CC[C@H](CC1)N(C)C (1S,5R)-3-(8-cyanoquinolin-5-yl)-N-[trans-4-(dimethylamino)cyclohexyl]-5-(trifluoromethyl)-3-azabicyclo[3.1.0]hexane-1-carboxamide